methyl 3,4-dimethoxyphenylacetate COC=1C=C(C=CC1OC)CC(=O)OC